(S)-N-(7-(3-hydroxy-3-methylbut-1-yn-1-yl)-5-methyl-4-oxo-2,3,4,5-tetrahydrobenzo[b][1,4]oxazepin-3-yl)-4-(3-methoxyphenyl)picolinamide OC(C#CC1=CC2=C(OC[C@@H](C(N2C)=O)NC(C2=NC=CC(=C2)C2=CC(=CC=C2)OC)=O)C=C1)(C)C